NC1=NN(C(=N1)C1(CC2CC(CC2C1)C=1N=CN(C1C(=O)NC1=CC(=C(C=C1)F)Cl)C)O)C 4-(5-(3-amino-1-methyl-1H-1,2,4-triazol-5-yl)-5-hydroxyoctahydro-pentalen-2-yl)-N-(3-chloro-4-fluorophenyl)-1-methyl-1H-imidazole-5-carboxamide